N1=C(C=CC2=CC=CC=C12)C(=O)[O-].[Co+] cobalt (I) quinolinate